N-[4-amino-1-(2-trimethylsilylethoxymethyl)pyrazolo[4,3-c]pyridin-7-yl]-N'-benzyl-N'-[(5-fluoro-2-pyridyl)methyl]oxamide NC1=NC=C(C2=C1C=NN2COCC[Si](C)(C)C)NC(=O)C(=O)N(CC2=NC=C(C=C2)F)CC2=CC=CC=C2